5-cyclopropyl-9-methyl-1,2,3,3a-tetrahydropyrrolo[1'',2'':4',5']pyrazino[2',3':5,6]pyrido[2,3-d]pyrimidin-4(5H)-one C1(CC1)N1C(C2N(C=3C1=CC=1C(=NC(=NC1)C)N3)CCC2)=O